BrC1=CC=C(C=C1)C1=CC=2C=3N(C(=NC2N=C1C1=C(C=CC=C1)Cl)C(C)(C)C)C(NN3)=O 9-(4-bromophenyl)-5-tert-butyl-8-(2-chlorophenyl)pyrido[3,2-e][1,2,4]triazolo[4,3-c]pyrimidin-3(2H)-one